CC1=NC=2C3C(C(CC2C(N1)=O)=O)C3 2-methyl-5,6a,7,7a-tetrahydro-3H-cyclopropa[h]quinazoline-4,6-dione